[2-(4-piperidinyl)ethyl]Piperazine-1-carboxylic acid phenylmethyl ester C1(=CC=CC=C1)COC(=O)N1C(CNCC1)CCC1CCNCC1